1-[4-(4-amino-1-methyl-1H-pyrazolo[4,3-c]pyridin-3-yl)-phenyl]-3-[5-tert-butyl-2-(4-isopropyl-phenyl)-2H-pyrazol-3-yl]-urea NC1=NC=CC2=C1C(=NN2C)C2=CC=C(C=C2)NC(=O)NC=2N(N=C(C2)C(C)(C)C)C2=CC=C(C=C2)C(C)C